methyl (R)-6-chloro-3-((1-(6-chloro-2-(4,4-difluoropiperidin-1-yl)-3-methyl-4-oxo-3,4-dihydroquinazolin-8-yl)ethyl)amino)picolinate ClC1=CC=C(C(=N1)C(=O)OC)N[C@H](C)C=1C=C(C=C2C(N(C(=NC12)N1CCC(CC1)(F)F)C)=O)Cl